FC(C1=CC(=NC=N1)OCC(=O)O)(F)F 2-((6-(trifluoromethyl)pyrimidin-4-yl)oxy)acetic acid